C(C=C)OC=1C=C(C=CC1)[C@H](CCC1=CC(=C(C=C1)OC)OC)OC(=O)[C@@H]1N(CCCC1)C([C@@H](C1CCCCC1)C1=CC(=C(C(=C1)OC)O[Si](C1=CC=CC=C1)(C1=CC=CC=C1)C(C)(C)C)OC)=O (S)-(R)-1-(3-(allyloxy)phenyl)-3-(3,4-dimethoxyphenyl)propyl-1-((S)-2-(4-((tert-butyldiphenyl-silyl)oxy)-3,5-dimethoxyphenyl)-2-cyclohexylacetyl)piperidine-2-carboxylate